1-[5-ethylsulfonyl-6-[6-[N-ethyl-S-(trifluoromethyl)sulfonimidoyl]-3-methyl-imidazo[4,5-b]pyridin-2-yl]-3-pyridyl]cyclopropane-carbonitrile C(C)S(=O)(=O)C=1C=C(C=NC1C1=NC=2C(=NC=C(C2)S(=O)(=NCC)C(F)(F)F)N1C)C1(CC1)C#N